C(C)(C)(C)OC(=O)N1[C@@H]2C[C@@H]2C[C@H]1C(=O)O (1R,3S,5R)-2-(tert-butoxycarbonyl)-2-azabicyclo[3.1.0]hexane-3-carboxylic acid